FC1=CC2=C(N(C(CO2)=O)CC#C)C=C1Br 7-fluoro-6-bromo-4-propargyl-2H-1,4-benzoxazine-3-one